cuprous naphthalate C1(=CC=CC2=CC=CC=C12)C(=O)[O-].[Cu+]